2,2'-dimethoxy-[1,1'-biphenyl]-3,3'-diamine COC1=C(C=CC=C1N)C1=C(C(=CC=C1)N)OC